N,N'-di-boc-N''-triflylguanidine C(=O)(OC(C)(C)C)NC(=NS(=O)(=O)C(F)(F)F)NC(=O)OC(C)(C)C